(2-(((2R,3S,4R,5R)-5-(6-chloro-4-(cyclopentylamino)-1H-pyrazolo[3,4-d]pyrimidin-1-yl)-3,4-dihydroxytetrahydrofuran-2-yl)methoxy)-1-(dimethylamino)propan-2-yl)phosphonic acid ClC1=NC(=C2C(=N1)N(N=C2)[C@H]2[C@@H]([C@@H]([C@H](O2)COC(CN(C)C)(C)P(O)(O)=O)O)O)NC2CCCC2